(6-((2-((2-methoxy-5-(1-methyl-1H-pyrazol-4-yl)phenyl)amino)-7H-pyrrolo[2,3-d]pyrimidine-4-yl)amino)quinoxalin-5-yl)dimethylphosphine oxide COC1=C(C=C(C=C1)C=1C=NN(C1)C)NC=1N=C(C2=C(N1)NC=C2)NC=2C(=C1N=CC=NC1=CC2)P(C)(C)=O